ClC=1C=C(C(=NC1)N1C([C@@H](N(C(C1)=O)CC1=CC=C(C=C1)Cl)CC1COC1)=O)F (S)-1-(5-chloro-3-fluoropyridin-2-yl)-4-(4-chlorobenzyl)-3-(oxetan-3-ylmethyl)piperazine-2,5-dione